(R)-N-((S)-1-amino-1-oxo-3-((S)-2-oxopyrrolidin-3-yl)propan-2-yl)-1-(5,7-difluoro-1H-indole-2-carbonyl)-3,3-dimethyl-1,3-azasilolidine-5-carboxamide NC([C@H](C[C@H]1C(NCC1)=O)NC(=O)[C@@H]1C[Si](CN1C(=O)C=1NC2=C(C=C(C=C2C1)F)F)(C)C)=O